4-ethyl-m-phenylenediisocyanate C(C)C1=C(C=C(C=C1)N=C=O)N=C=O